C(C)OC1=C(OC2CN(CCC2)C2=CN=CC(=N2)NC(C[C@@H](C2=CC(=C(C(=O)[O-])C(=C2)C)C)CC[Si](C)(C)C)=O)C=CC=C1 (R)-4-(3-((6-(3-(2-ethoxyphenoxy) piperidin-1-yl) pyrazin-2-yl) amino)-3-oxo-2-(trimethylsilyl) ethyl propyl)-2,6-dimethylbenzoate